ClC1=NC=CC=C1C(C(F)F)O 1-(2-chloro-3-pyridyl)-2,2-difluoro-ethanol